CN1C(N(C=2N=CN(C2C1=O)[C@H](C(=O)NC=1SC=C(N1)C=1C=NC(=NC1)N1CCCCC1)C)C)=O (S)-2-(1,3-dimethyl-2,6-dioxo-1,2,3,6-tetrahydro-7H-purin-7-yl)-N-(4-(2-(piperidin-1-yl)pyrimidin-5-yl)thiazol-2-yl)propionamide